CC1=CC(=NC=C1)N 4-methylpyridinamine